CC=1C=C(C=NNC2=C3N=CN(C3=NC(=N2)N2CCOCC2)CC=2C=NC=CC2)C=CC1 4-(6-(2-(3-methylbenzylidene)hydrazinyl)-9-(pyridin-3-ylmethyl)-9H-purin-2-yl)morpholine